ClC1=C(C=C2CCN(CC2=C1)C)NC=1N=NC(=C(N1)NC1=CC=CC=C1)C(=O)N ((7-chloro-2-methyl-1,2,3,4-tetrahydroisoquinolin-6-yl)amino)-5-phenylamino-1,2,4-triazine-6-carboxamide